BrC=1C=2CCN3C(C2C(N(C1)C)=O)CCN(C3=O)C 4-bromo-2,9-dimethyl-1H,2H,5H,6H,8H,9H,10H,11H,11aH-pyrimido[4,3-a]2,7-naphthyridine-1,8-dione